5-((3-(((tert-butyldimethylsilyl) oxy) methyl) phenoxy) methyl)-2-methoxybenzyl methanesulfonate CS(=O)(=O)OCC1=C(C=CC(=C1)COC1=CC(=CC=C1)CO[Si](C)(C)C(C)(C)C)OC